4-(2-Aminoethyl)phenol NCCC1=CC=C(C=C1)O